N-((1R)-3-Cyano-3-azabicyclo[3.2.0]heptan-1-yl)-5-(3-((4-fluorophenyl)amino)pyridin-4-yl)-1H-pyrazol-3-carboxamid C(#N)N1C[C@]2(CCC2C1)NC(=O)C1=NNC(=C1)C1=C(C=NC=C1)NC1=CC=C(C=C1)F